N'-hydroxy-5-((1-(5-(trifluoromethyl)pyridin-2-yl)-1H-pyrazol-3-yl)amino)pyrazine-2-carboxamidine ON=C(N)C1=NC=C(N=C1)NC1=NN(C=C1)C1=NC=C(C=C1)C(F)(F)F